O(S(=O)(=O)C(F)(F)F)C1C(N(C(CC1)=O)CC1=CC=C(C=C1)OC)=O [1-[(4-methoxyphenyl) methyl]-2,6-dioxo-3-piperidyl] triflate